trans-(1-methyl-1-propenyl)benzene CC(=CC)C1=CC=CC=C1